C(C)(C)(C)OOC1=C(C(=C(C=C1)OOC(C)(C)C)C(C)C)C(C)C p-di(t-butylperoxy)diisopropyl-benzene